CC1CCC(=NC1)C1CC2(CC(C2)N)C1 6-(5-methyl-3,4,5,6-tetrahydropyridin-2-yl)Spiro[3.3]heptan-2-amine